CC=1C(C(CCC1)(C)C)/C=C/C(C)=O E-4-(2,6,6-trimethylcyclohex-2-en-1-yl)but-3-en-2-one